4-(3-fluoropyrrolidin-1-yl)but-2-enamide FC1CN(CC1)CC=CC(=O)N